O1COC2=C1C=CC(=C2)C2=NNC(=C2)NC2=CC=C(C=C2)N2CCN(CC2)C 3-(benzo[d][1,3]dioxol-5-yl)-N-(4-(4-methylpiperazin-1-yl)phenyl)-1H-pyrazol-5-amine